3,4-dicarboxyfuran C(=O)(O)C1=COC=C1C(=O)O